CN1N=C(N=C1)CNC(=O)C=1C2=C(SC1)CCCC2 3-(((1-methyl-1H-1,2,4-triazol-3-yl)methyl)carbamoyl)-4,5,6,7-tetrahydrobenzo[b]thiophen